OC(C(CCCC(CCCCC)C)C)CCC 11-hydroxy-6,10-dimethyl-n-tetradecane